C(C)OC(=O)C1=CC=2CNCCC2S1 4,5,6,7-Tetrahydrothieno[3,2-c]pyridine-2-carboxylic acid ethyl ester